1-hydroxy-4-oxa-9-oxo-nonadecane OCCCOCCCCC(CCCCCCCCCC)=O